OC1=C(C=C(C=C1)C1=C(C(=NC(=C1)C1=CC=CC=C1)N)C#N)OC 4-(4-hydroxy-3-methoxyphenyl)-6-phenyl-2-amino-3-cyanopyridine